4-[2-[(4-methylbenzenesulfonyl)oxy]ethyl]piperidine-1-carboxylic acid tert-butyl ester C(C)(C)(C)OC(=O)N1CCC(CC1)CCOS(=O)(=O)C1=CC=C(C=C1)C